3,6-dihydroxy-1-methyl-anthracene-9,10-dione OC=1C=C(C=2C(C3=CC=C(C=C3C(C2C1)=O)O)=O)C